(E)-1-methyl-2-(prop-1-en-1-yl)benzene CC1=C(C=CC=C1)\C=C\C